2-(2,3-Dihydro-1H-inden-5-yl)quinoline C1CCC2=CC(=CC=C12)C1=NC2=CC=CC=C2C=C1